(R)-N-(3-(4-(2-amino-6-methylpyrimidin-4-yl)-1,4-oxaazepan-3-yl)-4-chlorophenyl)methanesulfonamide NC1=NC(=CC(=N1)N1[C@@H](COCCC1)C=1C=C(C=CC1Cl)NS(=O)(=O)C)C